N-((R)-8-(5-((2,3-dichlorophenyl)thio)-6-methylpyrazin-2-yl)-8-azaspiro[4.5]Decan-1-yl)-2-methylpropane-2-sulfinamide ClC1=C(C=CC=C1Cl)SC=1N=CC(=NC1C)N1CCC2(CCC[C@H]2NS(=O)C(C)(C)C)CC1